COC(C(=O)N(CC1=C(C(=CC(=C1)F)F)F)C)(C)C 2-methoxy-N,2-dimethyl-N-(2,3,5-trifluorobenzyl)propionamide